tert-butyl N-[2-amino-4-(5-fluoro-2-thienyl)phenyl]carbamate NC1=C(C=CC(=C1)C=1SC(=CC1)F)NC(OC(C)(C)C)=O